C1(CC1)C1=NC=C2N1C=CC(=C2)S(=O)(=O)NCCCF 3-cyclopropyl-N-(3-fluoropropyl)imidazo[1,5-a]pyridine-7-sulfonamide